4-(2-{[(2R,7aS)-2-fluoro-hexahydro-1H-pyrrolizin-7a-yl]methoxy}-8-fluoro-4-{hexahydro-1H-furo[3,4-c]pyrrol-5-yl}pyrido[4,3-d]pyrimidin-7-yl)-5-ethynyl-6-fluoronaphthalen-2-ol F[C@@H]1C[C@@]2(CCCN2C1)COC=1N=C(C2=C(N1)C(=C(N=C2)C2=CC(=CC1=CC=C(C(=C21)C#C)F)O)F)N2CC1C(C2)COC1